C(C)N1N=C(C(=C(C1=O)C#N)C1=CC=C(C=C1)OC)C1=CC=C(C=C1)OC 2-ethyl-2,3-dihydro-5,6-bis(4-methoxyphenyl)-3-oxo-4-pyridazinecarbonitrile